(2r,3s)-2-(3-(4,5-dichloro-1H-benzo[d]imidazol-1-yl)propyl)piperidin-3-ol monohydrochloride Cl.ClC1=C(C=CC=2N(C=NC21)CCC[C@H]2NCCC[C@@H]2O)Cl